1-(4-fluoro-3-nitrophenyl)cyclobutane-1-carboxamide FC1=C(C=C(C=C1)C1(CCC1)C(=O)N)[N+](=O)[O-]